C(C)(C)(C)OC(N[C@@H](CCO)C)=O.ClC=1C(=O)N(C(C1Cl)=O)C1=C(C=CC=C1C)CC 2,3-dichloro-N-(2'-ethyl-6'-methylphenyl)maleimide tert-butyl-N-[(1R)-3-hydroxy-1-methyl-propyl]carbamate